ClC1=C(NC2=NSC3=C2C=C(C=C3)Cl)C=CC=C1C1=CC3=C(OCCO3)C=C1 3-(2-chloro-3-(1,4-benzodioxan-6-yl)anilino)-5-chlorobenzoisothiazol